ClC=1C=C(CC2=CC=C(N=N2)N)C=CC1 6-(3-chlorobenzyl)pyridazin-3-amine